ClC=1C(=NC(=NC1)NC1=C(C=C(C=C1)N1CCC(CC1)NCCCCCOC=1C=C2CN(C(C2=CC1)=O)C1C(NC(CC1)=O)=O)OC)NC1=C(C=CC=C1)P(=O)(OC)OC 3-(5-((5-((1-(4-((5-chloro-4-((2-(dimethylphosphono)phenyl)amino)pyrimidin-2-yl)amino)-3-methoxyphenyl)piperidin-4-yl)amino)pentyl)oxy)-1-oxoisoindolin-2-yl)piperidine-2,6-dione